(4S)-4-ethyl-1-(piperidin-4-yl)azetidin-2-one TFA salt OC(=O)C(F)(F)F.C(C)[C@H]1CC(N1C1CCNCC1)=O